N1N=NN=C1C1=C(C=CC=C1)C1=CC=CC=C1 (1H-tetrazol-5-yl)-1,1'-biphenyl